(5-fluoro-4-(4-fluoro-3-isopropyl-2-methyl-2H-indazol-5-yl)pyrimidin-2-yl)-5,6,7,8-tetrahydro-1,6-naphthyridin-2-amine FC=1C(=NC(=NC1)C=1C(=NC=2CCNCC2C1)N)C1=C(C2=C(N(N=C2C=C1)C)C(C)C)F